Cl.CN(C=1N=CC2=CC=CC=C2C1)C1CCNCC1 N-methyl-N-(piperidin-4-yl)isoquinolin-3-amine hydrochloride